ClC=1N=C(NC1[C@H]1[C@H](CN(CC1)S(=O)(=O)CCC(=O)NCC)C)C1=NC=C(C=C1)F 3-[[(3R,4R)-4-[4-Chloro-2-(5-fluoro-2-pyridyl)-1H-imidazol-5-yl]-3-methyl-1-piperidyl]sulfonyl]-N-ethyl-propanamide